C(C1=CC=CC=C1)OC(=O)N1C[C@@H](CC[C@@H]1C)NC=1C2=C(N=CN1)NC=C2C(=O)OCCC propyl 4-(((3r,6s)-1-((benzyloxy) carbonyl)-6-methylpiperidin-3-yl) amino)-7H-pyrrolo[2,3-d]pyrimidine-5-carboxylate